2-(2-(trifluoromethyl)phenyl)-5-(4-(trifluoromethyl)phenyl)thiazole FC(C1=C(C=CC=C1)C=1SC(=CN1)C1=CC=C(C=C1)C(F)(F)F)(F)F